(S)-3-(2-benzyl-3-chloro-6-oxo-2,6-dihydropyrrolo[3,4-c]pyrazol-5(4H)-yl)-5-methyl-7-(7-oxa-2-azaspiro[3.5]nonan-2-yl)-2,3-dihydrobenzo[b][1,4]oxazepin-4(5H)-one C(C1=CC=CC=C1)N1N=C2C(=C1Cl)CN(C2=O)[C@@H]2C(N(C1=C(OC2)C=CC(=C1)N1CC2(C1)CCOCC2)C)=O